(2R)-2-[(4-Biphenylylsulfonyl)amino]-3-phenylpropionic Acid C1(=CC=C(C=C1)S(=O)(=O)N[C@@H](C(=O)O)CC1=CC=CC=C1)C1=CC=CC=C1